C(C1=CC=CC=C1)OC(=O)N1C(CN(CC1)C=1C2=C(N=C(N1)OC[C@H]1N(CCC1)C)CN(CC2)C2=CN=CC1=CC(=CC=C21)F)CC#N benzyl-2-(cyanomethyl)-4-(7-(7-fluoroisoquinolin-4-yl)-2-(((S)-1-methylpyrrolidin-2-yl)methoxy)-5,6,7,8-tetrahydropyrido[3,4-d]pyrimidin-4-yl)piperazine-1-carboxylate